(1,4-phenylene)bis(3-aminobenzamide) C1(=CC=C(C=C1)C1=C(C(=O)N)C=CC=C1N)C1=C(C(=O)N)C=CC=C1N